ClC=1C(=C(C=CC1F)[C@H]1[C@H](O[C@](C1)(C(F)(F)F)C)C(=O)NC1=CC(=NC=C1)C(=O)N)OC 4-((2S,3S,5R)-3-(3-chloro-4-fluoro-2-methoxyphenyl)-5-methyl-5-(trifluoromethyl)tetrahydrofuran-2-carboxamido)picolinamide